(2-(4-methylpiperazin-1-yl)ethyl)-1H-pyrazol CN1CCN(CC1)CCN1N=CC=C1